CCNC(C(=C)CCCCCC)=O N-2-ethylhexylacrylamide